5-ethylsulfanyl-1,3-dimethyl-6-[1-methyl-5-(trifluoromethylsulfanyl)benzimidazol-2-yl]benzimidazol-2-one C(C)SC1=CC2=C(N(C(N2C)=O)C)C=C1C1=NC2=C(N1C)C=CC(=C2)SC(F)(F)F